N[C@@H](C(=O)N[C@H](C(=O)NCC1=CC=C(C=C1)C(=N)NC(OCC1=CC=CC=C1)=O)C)CCC1=CC=CC=C1 Benzyl ((4-(((S)-2-((R)-2-amino-4-phenylbutanamido)propanamido) methyl)phenyl)(imino)methyl)carbamate